C(C)(C)(C)OC(C[C@H]1NC[C@@H](C1)O)=O O-t-butyl-L-β-homohydroxyproline